3,3',5,5'-Tetrakis(methoxymethyl)-[1,1'-biphenyl]-4,4'-diol COCC=1C=C(C=C(C1O)COC)C1=CC(=C(C(=C1)COC)O)COC